NC1=CC=C(C=C1)SC1CCN(CC1)C(=O)OC(C)(C)C tert-butyl 4-(4-aminophenyl)sulfanylpiperidine-1-carboxylate